C1(CC1)CC1(C(C2=C(C(=C(S2)NC(C)=O)C(=O)OCC)CC1)=O)COC ethyl 6-(cyclopropylmethyl)-2-acetamido-6-(methoxymethyl)-7-oxo-4,5,6,7-tetrahydro-1-benzothiophene-3-carboxylate